CC(C[C@H](C(=O)N[C@H](C(=O)O)CCC=O)NC(CCCC)CC=1C=NC(=NC1)S(=O)(=O)C)C (S)-2-((R)-4-methyl-2-(6-(2-(methylsulfonyl)pyrimidin-5-yl)hexan-5-ylamino)pentanamido)-5-oxopentanoic acid